2-(trifluoromethyl)isonicotinamidine FC(C=1C=C(C(=N)N)C=CN1)(F)F